(1r,4r)-4-(4-chloro-7H-pyrrolo[2,3-d]pyrimidin-7-yl)cyclopent-2-enol ClC=1C2=C(N=CN1)N(C=C2)[C@H]2C=C[C@@H](C2)O